amino-6-chloro-4-(trifluoromethyl)nicotinonitrile NC1=C(C#N)C(=CC(=N1)Cl)C(F)(F)F